2-Chloro-N-{2-[4-(difluoromethyl)-1,3-thiazol-5-yl]-2-[4-({[3-(2-methoxyethyl)-1,2,4-thiadiazol-5-yl]oxy}methyl)piperidin-1-yl]ethyl}-6-fluorobenzamide ClC1=C(C(=O)NCC(N2CCC(CC2)COC2=NC(=NS2)CCOC)C2=C(N=CS2)C(F)F)C(=CC=C1)F